C[C@H]1N(C[C@H](N(C1)C(=O)C1(C(C1)C1=CC=C(C=C1)[N+](=O)[O-])C)C)C(=O)C1(C(C1)C1=CC=C(C=C1)[N+](=O)[O-])C ((2R,5R)-2,5-dimethylpiperazine-1,4-diyl)bis((1-methyl-2-(4-nitrophenyl)-cyclopropyl)methanone)